ClCC(=O)NC1=NC=C(C=N1)C(=O)OCC ethyl 2-[(2-chloroacetyl)amino]pyrimidine-5-carboxylate